N-(benzenesulfonyl)-2-chloro-6-[3-[(cis)-2-(trifluoromethyl)cyclopropoxy]pyrazol-1-yl]pyridine-3-carboxamide C1(=CC=CC=C1)S(=O)(=O)NC(=O)C=1C(=NC(=CC1)N1N=C(C=C1)O[C@H]1[C@H](C1)C(F)(F)F)Cl